FC(C1=CC=C(C=C1)C1(C(CCCC1)=O)[N+](=O)[O-])(F)F 2-(4-(trifluoromethyl)phenyl)-2-nitrocyclohexanone